2-amino-7-(2-aminoethyl)-9-((2r,3r,4r,5r)-3,4-dihydroxy-5-(hydroxymethyl)tetrahydrofuran-2-yl)-7,9-dihydro-1H-purine-6,8-dione hydrochloride Cl.NC=1NC(C=2N(C(N(C2N1)[C@@H]1O[C@@H]([C@@H]([C@H]1O)O)CO)=O)CCN)=O